3-(1-(cyclopropylmethyl)-2-formyl-1H-indol-7-yl)azetidine-1-carboxylic acid tert-butyl ester C(C)(C)(C)OC(=O)N1CC(C1)C=1C=CC=C2C=C(N(C12)CC1CC1)C=O